CC1N(CCCC1)CCC Methyl-propyl-piperidine